11-azatricyclo[6.2.1.02,7]Undec-2,4,6-triene-11-carboxylic acid tert-butyl ester C(C)(C)(C)OC(=O)N1C2C3=CC=CC=C3C1CC2